ClC1=CC2=C(N=N1)NC(=C2)N2CC1(CN(C1)C(=O)OC(C)(C)C)C2 tert-butyl 6-{3-chloro-7H-pyrrolo[2,3-c]pyridazin-6-yl}-2,6-diazaspiro[3.3]heptane-2-carboxylate